1-(1,3-benzodioxol-5-yl)-2-(2-pyrimidinyl)-2,3,4,9-tetrahydro-1H-β-carboline O1COC2=C1C=CC(=C2)C2N(CCC=1C3=CC=CC=C3NC21)C2=NC=CC=N2